N-(3-chloro-4-methyl-5-(morpholinomethyl)phenyl)-2-(1-(4-(2,6-dioxopiperidin-3-yl)-3,5-difluorophenyl)azetidin-3-yl)acetamide ClC=1C=C(C=C(C1C)CN1CCOCC1)NC(CC1CN(C1)C1=CC(=C(C(=C1)F)C1C(NC(CC1)=O)=O)F)=O